C1(CCC1)CN(C(OC(C)(C)C)=O)C1CN(CCC1)C1=NC=C(C=N1)CO tert-butyl N-(cyclobutylmethyl)-N-[1-[5-(hydroxymethyl)pyrimidin-2-yl]-3-piperidyl]carbamate